2-(phenylamino)-N-[4-(2-phenylethynyl)phenyl]acetamide Heptadecan-9-yl-(Z)-8-((2-hydroxyethyl)(6-(non-2-en-1-yloxy)-6-oxohexyl)-amino)octanoate CCCCCCCCC(CCCCCCCC)OC(CCCCCCCN(CCCCCC(=O)OC\C=C/CCCCCC)CCO)=O.C1(=CC=CC=C1)NCC(=O)NC1=CC=C(C=C1)C#CC1=CC=CC=C1